NC=1C=CC=C(C1)C1=C2NC(=C1)C=C1C=CC(=N1)C(=C1C=CC(N1)=C(C=1C=CC(N1)=C2N)N)N 5,10,15,20-tetraaminophenylporphyrin